BrCC1=NC(=NC=C1)C1=CC=C(C=C1)OC (bromomethyl)-2-(4-methoxyphenyl)pyrimidine